[Ag].[Sn].[Zn] zinc-tin-silver